BrC=1C(=C(C(=O)NCC=2C(NC(=CC2C)C)=O)C(=C(C1)[N+](=O)[O-])C)F 3-bromo-N-((4,6-dimethyl-2-oxo-1,2-dihydropyridin-3-yl)methyl)-2-fluoro-6-methyl-5-nitrobenzamide